C(N)(OC(C)(C)C)=O.C(N)(OC1=NC=CC(=C1F)C1=NC(=C(C=C1)O)C(C(C(=O)C1CCN(CC1)C(C)C)C)=O)=O tert-butyl (3'-fluoro-5-hydroxy-6-(3-(1-isopropylpiperidin-4-yl)-2-methyl-3-oxopropanoyl)-[2,4'-bipyridine]-2'-yl) dicarbamate